5-(1,2,4-oxadiazolyl)(3-pyridyl)methanone hydrochloride Cl.O1N=C(N=C1)C=1C=C(C=NC1)C=O